(S)-2,2-difluoro-1-(2-fluorophenyl)ethyl (1-methyl-4-(6-methyl-5-(methylsulfonamido) pyridin-2-yl)-1H-1,2,3-triazol-5-yl)carbamate CN1N=NC(=C1NC(O[C@H](C(F)F)C1=C(C=CC=C1)F)=O)C1=NC(=C(C=C1)NS(=O)(=O)C)C